S1C(=CC=C1)P(C1=CC=C(N)C=C1)C=1SC=CC1 4-(dithienylphosphino)aniline